1-methyl-N-(2-(8-methylimidazo[1,5-a]pyridin-3-yl)propan-2-yl)-3-azabicyclo[3.1.0]hexane-6-carboxamide CC12CNCC2C1C(=O)NC(C)(C)C1=NC=C2N1C=CC=C2C